OC1=C(C=CC(=C1)C)C(/C=C/C1=CC=C(C(=O)O)C=C1)=O 4-[(E)-3-(2-Hydroxy-4-methylphenyl)-3-oxoprop-1-enyl]benzoic acid